bismuth-tin-tungsten [W].[Sn].[Bi]